3-hydroxy-1-indanone OC1CC(C2=CC=CC=C12)=O